BrC1=CC(=C(C(=O)O)C(=C1)N1CCC2(CC2)CC1)F 4-Bromo-2-fluoro-6-(6-azaspiro[2.5]octan-6-yl)benzoic acid